ethyl ((((R)-1-ethoxy-1-oxopropan-2-yl) amino) (perfluorophenoxy)phosphoryl)-L-alaninate C(C)OC([C@@H](C)NP(=O)(OC1=C(C(=C(C(=C1F)F)F)F)F)N[C@@H](C)C(=O)OCC)=O